CC(CCNC(CCCCCCCCCCCCCCCCCCCCC)=O)(N)C behenic dimethyl-aminopropyl amide